1-N'-[5-fluoro-6-[(7-hydroxy-6-methoxy-1,5-naphthyridin-4-yl)oxy]pyridin-3-yl]-1-N-(4-fluorophenyl)cyclopropane-1,1-dicarboxamide FC=1C=C(C=NC1OC1=CC=NC2=CC(=C(N=C12)OC)O)NC(=O)C1(CC1)C(=O)NC1=CC=C(C=C1)F